C(CCC\C=C/CC)OC(CCC(=O)OCCCCCCNCCCO)OCCCC\C=C/CC 6-((3-hydroxypropyl)amino)hexyl 4,4-bis(((Z)-oct-5-en-1-yl)oxy)butanoate